C1(=CC=CC=C1)P([C-]1C=CC=C1)C1=CC=CC=C1.[C-]1(C=CC=C1)P(C1=CC=CC=C1)C1=CC=CC=C1.[Fe+2] 1,1'-di-(diphenylphosphino)ferrocene